benzyldi(2-hydroxypropyl)octadecyl-ammonium chloride [Cl-].C(C1=CC=CC=C1)[N+](CCCCCCCCCCCCCCCCCC)(CC(C)O)CC(C)O